C(#N)C1=C(C=C(C=C1)C)N1C[C@@H](N(CC1)C=1N=C2N(C(C1C)=O)C=C(C=C2[C@@H](C)NC2=C(C(=O)O)C=CC=C2)C)C 2-(((R)-1-(2-((S)-4-(2-cyano-5-methylphenyl)-2-methylpiperazin-1-yl)-3,7-dimethyl-4-oxo-4H-pyrido[1,2-a]pyrimidin-9-yl)ethyl)amino)benzoic acid